1-(2-(Methacryloyloxy)-3-n-butoxy-propan-1-yl)-3-methyl-1H-imidazolium iodid [I-].C(C(=C)C)(=O)OC(CN1C=[N+](C=C1)C)COCCCC